Cl.NC1C(C(C1(C)C)OC1=C2C=CC(=NC2=C(C=C1)C#N)C)(C)C 5-((1r,3r)-3-Amino-2,2,4,4-tetramethylcyclobutoxy)-2-methylquinoline-8-carbonitrile hydrochloride